C(C)OCOC=1C=C(C#N)C=CC1C1=NN=C(C2=CC=CC=C12)N[C@H]1CN(CCC1)CCO (R)-3-(ethoxymethoxy)-4-(4-((1-(2-hydroxyethyl)piperidin-3-yl)amino)phthalazin-1-yl)benzonitrile